25-hydroxycholesterol 3-sulfate S(=O)(=O)(O)O[C@@H]1CC2=CC[C@H]3[C@@H]4CC[C@H]([C@@H](CCCC(C)(C)O)C)[C@]4(CC[C@@H]3[C@]2(CC1)C)C